COC(/C=C/CN1CCC2(CCN(CC2)C(=O)OC(C)(C)C)CC1)=C=O tert-butyl (E)-9-(4-methoxy-4-carbonylbut-2-en-1-yl)-3,9-diazaspiro[5.5]undecane-3-carboxylate